ClC1=C(C=CC(=C1)C(=O)O)B(O)O 2-chloro-4-carboxyphenylboronic acid